C12CNCC(N1C1=CC(=C(C=C1)NC1=NC=C(C(=N1)C1=CC3=C(C(N(CCS3(=O)=O)C3COC3)=O)S1)C(F)(F)F)C1CC1)C2 7-(2-((4-(3,6-diazabicyclo[3.1.1]heptan-6-yl)-2-cyclopropylphenyl)amino)-5-(trifluoromethyl)pyrimidin-4-yl)-4-(oxetan-3-yl)-3,4-dihydrothieno[2,3-f][1,4]thiazepin-5(2H)-one 1,1-dioxide